C(C1=CC=CC=C1)(C1=CC=CC=C1)NCCC(=O)NO 3-(benzhydrylamino)propanehydroxamic acid